CS(=O)(C=1C=NC=CC1)=NC1=C(N=C2N1C=CC(=C2)C2=NOC(=N2)C(F)(F)F)C methyl((2-methyl-7-(5-(trifluoromethyl)-1,2,4-oxadiazol-3-yl)imidazo[1,2-a]pyridin-3-yl)imino)(pyridin-3-yl)-λ6-sulfanone